(tetrahydro-2H-pyran-4-yl)-quinazoline-2,4(1H,3H)-dione hydrochloride Cl.O1CCC(CC1)N1C(NC(C2=CC=CC=C12)=O)=O